(E)-N-(3-(ethylamino)-3-iminopropyl)-4-(4-(4-(3-methoxystyryl)benzamido)-1-methyl-1H-pyrrole-2-carboxamido)-1-methyl-1H-pyrrole-2-carboxamide C(C)NC(CCNC(=O)C=1N(C=C(C1)NC(=O)C=1N(C=C(C1)NC(C1=CC=C(C=C1)\C=C\C1=CC(=CC=C1)OC)=O)C)C)=N